C1=CC=C(C=C1)CN(CCCl)CCCl.Cl N-benzyl-2-chloro-N-(2-chloroethyl)ethanamine hydrochloride